2-([1,1'-biphenyl]-4-yl)-4-(4-(10-chloroanthracen-9-yl)phenyl)-6-phenyl-1,3,5-triazine C1(=CC=C(C=C1)C1=NC(=NC(=N1)C1=CC=C(C=C1)C=1C2=CC=CC=C2C(=C2C=CC=CC12)Cl)C1=CC=CC=C1)C1=CC=CC=C1